FC1=C(C(=CC=C1)OC)C1=NC=CC(=N1)NC1=NC=C(C(=C1)N1C[C@H](CCC1)O)C#CC1CCOCC1 (S)-1-(2-((2-(2-fluoro-6-methoxyphenyl)pyrimidin-4-yl)amino)-5-((tetrahydro-2H-pyran-4-yl)ethynyl)pyridin-4-yl)piperidin-3-ol